FC(OC=1C=CC=C(C1)O)(F)F 5-(trifluoromethoxy)phenol